C(C1=CC=CC=C1)N1CC=2C(N(C=3N=CC=CC3C2CC1)CC1=CC=NC=C1)=O 3-benzyl-6-(pyridin-4-ylmethyl)-2,3,4,6-tetrahydropyrido[3,4-c][1,8]naphthyridine-5(1H)-one